Racemic-1-(3-chloro-4-fluorophenyl)-3-(isoquinolin-4-yl)-2-oxoimidazoline-4-carbonitrile ClC=1C=C(C=CC1F)N1C(N([C@H](C1)C#N)C1=CN=CC2=CC=CC=C12)=O |r|